(R)-2-((4-((5-fluoroquinolin-6-yl)amino)-7-(1-methyl-1H-pyrazol-4-yl)quinazolin-5-yl)oxy)propyl methanesulfonate CS(=O)(=O)OC[C@@H](C)OC1=C2C(=NC=NC2=CC(=C1)C=1C=NN(C1)C)NC=1C(=C2C=CC=NC2=CC1)F